(S)-4-((5-(2,6-dioxopiperidin-3-yl)-4-oxo-5,6-dihydro-4H-thieno[3,4-c]pyrrol-1-yl)methoxy)-benzaldehyde O=C1NC(CC[C@@H]1N1CC=2C(C1=O)=CSC2COC2=CC=C(C=O)C=C2)=O